2-(5-bromo-3-ethylsulfonyl-2-pyridinyl)-7-(trifluoromethylsulfanyl)imidazo[1,2-c]Pyrimidine BrC=1C=C(C(=NC1)C=1N=C2N(C=NC(=C2)SC(F)(F)F)C1)S(=O)(=O)CC